N1(CCC1)CCNC1=NC(=CN=C1CC1=CC(=CC=C1)C)Cl N-(2-(azetidin-1-yl)ethyl)-6-chloro-3-(3-methylbenzyl)pyrazin-2-amine